5-[(S)-1-(5-methoxy-2-nitrophenyl)-2,2-dimethyl-propyl-oxy]methyl-2'-deoxy-uridine COC=1C=CC(=C(C1)[C@H](C(C)(C)C)OCC=1C(NC(N([C@H]2C[C@H](O)[C@@H](CO)O2)C1)=O)=O)[N+](=O)[O-]